N-[(2-amino-3-chloroquinolin-7-yl)methyl]-N-(2-methanesulfonylphenyl)acetamide NC1=NC2=CC(=CC=C2C=C1Cl)CN(C(C)=O)C1=C(C=CC=C1)S(=O)(=O)C